C(CCC)C1C(CC(O1)=O)C 5-butyl-4-methyloxolan-2-one